difluoroethyl bis(allyl) phosphate P(=O)(OCC(F)F)(OCC=C)OCC=C